[H-].[Na+].ClC1=CC(=CN=N1)OCC=1N=C(SC1)C1=CC=CC=C1 4-(((6-Chloropyridazin-4-yl)oxy)methyl)-2-phenylthiazole sodium hydride